2,6,8-trimethyl-6,8-dihydro-7H-pyrrolo[3,2-g]quinazolin-7-one CC1=NC2=CC3=C(C=C2C=N1)C(C(N3C)=O)C